COCC1=CC=C(C=C1)C=1C(=CC(N(C1)C)=O)C=1C2=C(C(N(C1)C)=O)N(C(=C2)C=2C=NN(C2)C(F)(F)F)S(=O)(=O)C2=CC=C(C)C=C2 4-(5-(4-(methoxymethyl)phenyl)-1-methyl-2-oxo-1,2-dihydropyridin-4-yl)-6-methyl-1-tosyl-2-(1-(trifluoromethyl)-1H-pyrazol-4-yl)-1,6-dihydro-7H-pyrrolo[2,3-c]pyridin-7-one